FC1=C(C(=C(C(=C1F)F)F)F)[B-](C1=C(C(=C(C(=C1F)F)F)F)F)(C1=C(C(=C(C(=C1F)F)F)F)F)C1=C(C(=C(C(=C1F)F)F)F)F.[Pd+] palladium(I) tetrakis(2,3,4,5,6-pentafluorophenyl)borate